C(#N)[NH2+]C#N.CC1(CC1)C=1NC=C[N+]1C 1-methylcyclopropyl-3-methylimidazolium dicyanoammonium salt